diethyl tricarbonate C(=O)(OCC)OC(=O)OC(=O)OCC